C1(=CC=CC=C1)C(C1=CC=CC=C1)(C1=CC=CC=C1)C1(C(C(=C(C(=C1F)F)F)F)F)[B-](C1=C(C(=C(C(=C1F)F)F)F)F)(C1=C(C(=C(C(=C1F)F)F)F)F)C1=C(C(=C(C(=C1F)F)F)F)F.FC1=C(C(=C(C(=C1[B-](C1=C(C(=C(C(=C1F)F)F)F)F)(C1=C(C(=C(C(=C1F)F)F)F)F)C1=C(C(=C(C(=C1F)F)F)F)F)F)F)F)F.C1(=CC=CC=C1)[C+](C1=CC=CC=C1)C1=CC=CC=C1.C1(=CC=CC=C1)[C+](C1=CC=CC=C1)C1=CC=CC=C1 triphenylcarbenium tetrakis(pentafluorophenyl)borate {triphenylmethyl-tetrakis(pentafluorophenyl)borate}